C(#N)C1=NC=C(C=N1)S(=O)(=O)CC 2-cyano-5-(ethylsulfonyl)pyrimidine